2-(3-fluoro-4-(7-((3-(4-fluoropiperidin-1-yl)propyl)carbamoyl)benzo[d]imidazo[2,1-b]thiazol-2-yl)phenyl)pyrrolidine-1-carboxylate FC=1C=C(C=CC1C=1N=C2SC3=C(N2C1)C=CC(=C3)C(NCCCN3CCC(CC3)F)=O)C3N(CCC3)C(=O)[O-]